N-(2-(tert-butylcarbamyl)-4-chloro-6-methylphenyl)-1-(3-chloropyridin-2-yl)-3-((1,1-dioxidothiolan-3-yl)oxy)-1H-pyrazole-5-carboxamide C(C)(C)(C)NC(=O)C1=C(C(=CC(=C1)Cl)C)NC(=O)C1=CC(=NN1C1=NC=CC=C1Cl)OC1CS(CC1)(=O)=O